5-(4-((4-(3-(N-(6-((1H-Pyrazol-1-yl)methyl)-4-methoxybenzo[d]isoxazol-3-yl)sulfamoyl)phenyl)piperazin-1-yl)methyl)piperidin-1-yl)-N-(2,6-dioxopiperidin-3-yl)picolinamide N1(N=CC=C1)CC1=CC2=C(C(=NO2)NS(=O)(=O)C=2C=C(C=CC2)N2CCN(CC2)CC2CCN(CC2)C=2C=CC(=NC2)C(=O)NC2C(NC(CC2)=O)=O)C(=C1)OC